O=C1N(C(C2=CC=CC=C12)=O)CCOC=1C(=CC(=C(C(=O)OC)C1)NC(C#C)=O)OC methyl 5-(2-(1,3-dioxoisoindolin-2-yl)ethoxy)-4-methoxy-2-propiolamidobenzoate